N(=C=O)CC1C(CCCC1)=CCCN=C=O 1-isocyanatomethyl-2-(3-isocyanatopropyl-1-yl)cyclohexane